3-(2-acryloyloxyethyl)-2-difluoromethyloxybutane C(C=C)(=O)OCCC(C(C)OC(F)F)C